FC1=C(C=CC=C1)C1=NC=CC2=C1N=C(N=C2N)NC=2C=NC(=CC2)N2CCNCC2 8-(2-fluorophenyl)-N2-(6-(piperazin-1-yl)pyridin-3-yl)pyrido[3,4-d]pyrimidine-2,4-diamine